4-(3,5-dichlorophenyl)-1-(5-(isopropylsulfanyl)-4-(4-(trifluoromethyl)phenyl)thiazol-2-yl)-3-methyl-1H-pyrazole-5-carboxylic acid ClC=1C=C(C=C(C1)Cl)C=1C(=NN(C1C(=O)O)C=1SC(=C(N1)C1=CC=C(C=C1)C(F)(F)F)SC(C)C)C